6-chloro-3-(2,5-difluorobenzyl)-1-methylpyridin-2(1H)-one ClC1=CC=C(C(N1C)=O)CC1=C(C=CC(=C1)F)F